tert-butyl-4-(3-(1-((5-cyclopropyl-1H-pyrazol-3-yl)amino)-1-oxopropan-2-yl)phenyl)-3,6-dihydropyridine C(C)(C)(C)C1=NCC=C(C1)C1=CC(=CC=C1)C(C(=O)NC1=NNC(=C1)C1CC1)C